C(C1=CC=CC=C1)OC1=NC(=CC=C1C1=CC(=C(C=C1)N1CCC2(OCCO2)CC1)F)OCC1=CC=CC=C1 8-(4-(2,6-bis(benzyloxy)pyridin-3-yl)-2-fluorophenyl)-1,4-dioxa-8-azaspiro[4.5]decane